(1S,25E)-12-phenyl-17,20,23-trioxa-5,9,14,29,31-pentazahexacyclo[25.5.2.11,4.13,7.110,14.030,33]heptatriaconta-3,5,7(36),25,27(34),28,30(33)-heptaene-8,32,35-trione C1(=CC=CC=C1)C1CC2NC(C=3C=NC4=C(C[C@]5(C(NC=6N=CC(/C=C/COCCOCCOCCN(C1)C2=O)=CC56)=O)C4)C3)=O